COC1=C(C=2C=CNC2C(=C1)C)C(=O)N1[C@@H](CC(CC1)CCC)C1=CC=C(C(=O)O)C=C1 4-((2S)-1-(5-methoxy-7-methyl-1H-indole-4-carbonyl)-4-propylpiperidin-2-yl)benzoic acid